BrC1=C(C[N@@+](CCOC(\C=C\C2=CC=C(C=C2)F)=O)(CCO)[O-])C=C(C=C1)F (S,E)-N-(2-Bromo-5-fluorobenzyl)-2-((3-(4-fluorophenyl)acryloyl)oxy)-N-(2-hydroxyethyl)ethan-1-amine oxide